(-)-(2S,4R)-4-METHYL-2-(2-METHYL-1-PROPEN-1-YL)TETRAHYDRO-2H-PYRAN C[C@H]1C[C@H](OCC1)C=C(C)C